Cl.N1[C@@H](CCC1)C(=O)OCN1N=CC(=C1)C=1SC=C(N1)C(NC=1C(=NN(C1)C1CCC(CC1)OCC)C1=NC(=CC=C1F)F)=O (4-(4-((3-(3,6-difluoropyridin-2-yl)-1-((1r,4r)-4-ethoxycyclohexyl)-1H-pyrazol-4-yl)carbamoyl)thiazol-2-yl)-1H-pyrazol-1-yl)methyl L-prolinate hydrochloride